tert-butyl (E)-(3-(4-((2-(3-(pyridin-3-yl)acrylamido)ethoxy)imino)piperidine-1-carbonyl)phenyl)carbamate N1=CC(=CC=C1)/C=C/C(=O)NCCON=C1CCN(CC1)C(=O)C=1C=C(C=CC1)NC(OC(C)(C)C)=O